N-(3-((5-(4-(difluoromethoxy)phenyl)-2-((1-methyl-1H-pyrazol-4-yl)amino)pyrimidin-4-yl)amino)phenyl)acrylamide trifluoroacetate FC(C(=O)O)(F)F.FC(OC1=CC=C(C=C1)C=1C(=NC(=NC1)NC=1C=NN(C1)C)NC=1C=C(C=CC1)NC(C=C)=O)F